N-methyl-N,N-dioctyl-ammonium tetrakis(perfluorophenyl)borate tert-butyl-4-[1-(2,6-dioxo-3-piperidyl)-3-methyl-2-oxo-benzimidazol-5-yl]-3,3-difluoro-2,6-dihydropyridine-1-carboxylate C(C)(C)(C)OC(=O)N1CC(C(=CC1)C1=CC2=C(N(C(N2C)=O)C2C(NC(CC2)=O)=O)C=C1)(F)F.FC1=C(C(=C(C(=C1F)F)F)F)[B-](C1=C(C(=C(C(=C1F)F)F)F)F)(C1=C(C(=C(C(=C1F)F)F)F)F)C1=C(C(=C(C(=C1F)F)F)F)F.C[NH+](CCCCCCCC)CCCCCCCC